C1(CC1)C(=O)OCNC 1-((methylamino) methyl) cyclopropaneformate